BrC=1C=C(C(NC1)=O)N1N=C2C(=N1)CCC2C2=CC=CC=C2 5-bromo-3-(4-phenyl-5,6-dihydrocyclopenta[d][1,2,3]triazol-2(4H)-yl)pyridine-2(1H)-one